C1=CC=C2C(=C1)C=CC(=N2)/C=C/C3=CC=CC=C3O The molecule is a styrylquinoline that is trans-2-styrylquinoline in which the the phenyl group has been substituted at position 2 by a hydroxy group. It is an anti-angiogenic compound that exerts a dose-dependent antagonism of the cysteinyl leukotriene pathway, preferentially antagonising cysteinyl leukotriene receptor 1. The major species at pH 7.3 It has a role as an angiogenesis inhibitor. It is a styrylquinoline and a member of phenols. It derives from a trans-2-styrylquinoline. It is a conjugate base of a quininib(1+).